NC=1N=C(N=C(N1)N)C(CC1C(CC2(CC1=O)CC(C(C(C2)=O)CC(C)C2=NC(=NC(=N2)N)N)=O)=O)C 3,9-bis[2-(3,5-diamino-2,4,6-triazaphenyl)propyl]2,4,8,10-tetraoxospiro[5.5]undecane